(3aR,4R,7aS)-4-(4-bromophenyl)hexahydroisobenzofuran-1,3-dione BrC1=CC=C(C=C1)[C@H]1[C@H]2C(OC([C@H]2CCC1)=O)=O